FC=1C=CC=C2C3=C(C=C(C(C[C@]4(C[C@H](CO4)NS(=O)(=O)C)C=4OC=C(COC12)N4)=C3)F)F N-[(3'R,14S)-6,17,19-trifluorospiro[8,12-dioxa-21-azatetracyclo[14.3.1.110,13.02,7]henicosa-1(19),2,4,6,10,13(21),16(20),17-octaene-14,5'-tetrahydrofuran]-3'-yl]methanesulfonamide